(S)-3-(2-((4-chloro-2-fluorophenoxy)methyl)pyridin-4-yl)pyrrolidine-1-carboxylic acid tert-butyl ester C(C)(C)(C)OC(=O)N1C[C@@H](CC1)C1=CC(=NC=C1)COC1=C(C=C(C=C1)Cl)F